FC1(CC(C1)(CC1=NN=CN1C)C=1C=C(C=CC1)N1C(C2=CC(=C(C(=C2C1)C(F)(F)F)F)C=C)=O)F 2-(3-(3,3-difluoro-1-((4-methyl-4H-1,2,4-triazol-3-yl)-methyl)cyclobutyl)phenyl)-5-fluoro-4-(trifluoromethyl)-6-vinylisoindolin-1-one